C(C)(C)(C)N1N=C(C=C1NC(CC1=CC(=NO1)C)=O)[C@@H]1C[C@@H](CC1)OC=1C=NN(C1C(C)C)C1OCCCC1 N-(1-(tert-butyl)-3-(cis-3-((5-isopropyl-1-(tetrahydro-2H-pyran-2-yl)-1H-pyrazol-4-yl)oxy)cyclopentyl)-1H-pyrazol-5-yl)-2-(3-methylisoxazol-5-yl)acetamide